FC1=CC=C(C=C1)N1CC(CC1)N 1-(4-fluorophenyl)pyrrolidin-3-amine